BrC1=C(C=C2C(=C(C(=NC2=C1F)Cl)C(=O)OCC)Cl)Cl ethyl 7-bromo-2,4,6-trichloro-8-fluoroquinoline-3-carboxylate